(±)-N-(3-chloro-4-(trifluoromethyl)phenyl)-6,7,8,9-tetrahydro-5H-6,9-epiminocyclohepta-[c]pyridine-10-carboxamide ClC=1C=C(C=CC1C(F)(F)F)NC(=O)N1C2CC3=C(C=NC=C3)C1CC2